NC1=NC=CC(=C1C#CCC1CCN(CC1)CCOC)OC1=C(C=C(C=C1)NC(=O)C=1C(N(C(N(C1)C(C)C)=O)C1=CC=C(C=C1)F)=O)F N-(4-(2-amino-3-(3-(1-(2-methoxyethyl)piperidin-4-yl)prop-1-ynyl)pyridin-4-yloxy)-3-fluorophenyl)-3-(4-fluorophenyl)-1-isopropyl-2,4-dioxo-1,2,3,4-tetrahydropyrimidine-5-carboxamide